ClC=1N=C(C2=C(N1)N=CC=C2)NC2=NNC(=C2)C 2-chloro-N-(5-methyl-1H-pyrazol-3-yl)pyrido[2,3-d]pyrimidin-4-amine